1,4-bis(4-aminophenyl)-5-aminobenzimidazole NC1=CC=C(C=C1)N1C=NC2=C1C=CC(=C2C2=CC=C(C=C2)N)N